The molecule is a member of the class of chalcones that is trans-chalcone substituted by hydroxy groups at positions 4, 2' and 6', a methoxy group at position 4' and a prenyl group at position 3'. It has a role as a plant metabolite and a bone density conservation agent. It is an aromatic ether, a member of chalcones and a polyphenol. It derives from a trans-chalcone. It is a conjugate acid of a xanthogalenol(1-). CC(=CCC1=C(C=C(C(=C1O)C(=O)/C=C/C2=CC=C(C=C2)O)O)OC)C